C(C1=CC=CC=C1)OC=1C(=C(C2=CC=C(C=C2C1)Br)F)N1CC(NS1(=O)=O)=O 5-(3-(Benzyloxy)-6-bromo-1-fluoronaphthalen-2-yl)-1,2,5-thiadiazolidin-3-one 1,1-dioxide